butyl (((2R,3S,5R)-5-(4-(dimethylamino)-2-oxopyrimidin-1(2H)-yl)-3-hydroxytetrahydrofuran-2-yl)methyl) hydrogen phosphate P(=O)(OCCCC)(OC[C@H]1O[C@H](C[C@@H]1O)N1C(N=C(C=C1)N(C)C)=O)O